4-methyl-2-(3-pyridyl)thiazole-5-carboxylate CC=1N=C(SC1C(=O)[O-])C=1C=NC=CC1